tert-Butyl 2-(3-acetyl-5-(2-((dimethylamino)methyl)pyrimidin-5-yl)-1H-indazol-1-yl)acetate C(C)(=O)C1=NN(C2=CC=C(C=C12)C=1C=NC(=NC1)CN(C)C)CC(=O)OC(C)(C)C